2-ethyl-2-propoxystyrene C(C)C1(C(C=C)C=CC=C1)OCCC